C(C)(C)(C)OC(=O)NCCCNC(=O)C1=CC(=CC(=N1)C(=O)NCCCNC(OC(C)(C)C)=O)C(NCCCCN(C)C)=O tert-butyl N-[3-[[6-[3-(tert-butoxycarbonylamino)propylcarbamoyl]-4-[4-(dimethylamino)butylcarbamoyl]pyridine-2-carbonyl]amino]propyl]carbamate